6-(3,4-difluorophenyl)-3-methyl-1-(pyrimidin-5-ylmethyl)imidazo[4,5-b]Pyridine FC=1C=C(C=CC1F)C=1C=C2C(=NC1)N(CN2CC=2C=NC=NC2)C